6-methoxy-1-methyl-1-(2-oxo-2-(thiazol-2-ylamino)ethyl)-3,4-dihydroisoquinoline COC=1C=C2CCNC(C2=CC1)(CC(NC=1SC=CN1)=O)C